2-(methacryloyloxy)6-methyl-4-ferrocenyl-dihydropyrimidine C(C(=C)C)(=O)OC1NC(=CC(=N1)[C-]1C=CC=C1)C.[CH-]1C=CC=C1.[Fe+2]